(S)-2,2,2-trifluoro-1-phenylethyl (1-methyl-4-(6-methyl-5-(methylsulfonamido) pyridin-2-yl)-1H-1,2,3-triazol-5-yl)carbamate CN1N=NC(=C1NC(O[C@H](C(F)(F)F)C1=CC=CC=C1)=O)C1=NC(=C(C=C1)NS(=O)(=O)C)C